p-methylthiobenzyl cyanide CSC1=CC=C(CC#N)C=C1